1-trifluoromethyl-4-(1-methyl-vinyl)benzene FC(C1=CC=C(C=C1)C(=C)C)(F)F